4,6-dihydroxynaphthalene-2-sulfonic acid OC1=CC(=CC2=CC=C(C=C12)O)S(=O)(=O)O